aminohydroxyacetic acid NC(C(=O)O)O